C1(CCCC1)N[C@H]1CN(CCC1)C=1C=CC(=NC1)C1(COC1)C(=O)NC=1N=C2N(C(C1)=O)C=CC=C2 (R)-3-(5-(3-(cyclopentylamino)piperidin-1-yl)pyridin-2-yl)-N-(4-oxo-4H-pyrido[1,2-a]pyrimidin-2-yl)oxetane-3-carboxamide